5-((3-(2-hydroxy-prop-2-yl)bicyclo(1.1.1)pentan-1-yl)methoxy)-1,3,4-thiadiazole OC(C)(C)C12CC(C1)(C2)COC2=NN=CS2